7-acryloyl-2-(4-cyclopropylphenyl)-9-hydroxy-2,3,4,5a,6,7,8,9-octahydro-5H-1,2,5,7-tetraazabenzo[cd]azulene-5-carboxylate C(C=C)(=O)N1CC2C3=C(N(N=C3C(C1)O)C1=CC=C(C=C1)C1CC1)CCN2C(=O)[O-]